C(CCCCCCC\C=C/CCCCCCCC)(=O)[O-].[Bi+3].C(CCCCCCC\C=C/CCCCCCCC)(=O)[O-].C(CCCCCCC\C=C/CCCCCCCC)(=O)[O-] Bismuth (III) oleat